CN1C=NN2C1=NC(=CC2=O)C(F)(F)F 3-methyl-5-(trifluoromethyl)-[1,2,4]triazolo[1,5-a]pyrimidin-7-one